CC1(C2=CC=CC=C2C=2C=CC(=CC12)N(C=1C=C(C(=CC1)Br)C1=CC=CC=C1)C1=CC=CC=C1)C (9,9-dimethylfluoren-2-yl)-phenyl-(6-bromobiphenyl-3-yl)amine